1-methyl-4-(trimethylstannyl)pyrrolo[2,3-c]pyridine CN1C=CC=2C1=CN=CC2[Sn](C)(C)C